FC=1C(=NC(=NC1)N[C@H](CO)C)C1=CNC2=C(C=CC=C12)P(C)(C)=O (S)-(3-(5-Fluoro-2-((1-hydroxypropan-2-yl)amino)pyrimidin-4-yl)-1H-indol-7-yl)dimethyl-Phosphine oxide